FC(C)(F)C1=NC(=CC(=N1)C1=NN(C2=CN=C(C=C21)NC(C)=O)CC)C N-[3-[2-(1,1-difluoroethyl)-6-methyl-pyrimidin-4-yl]-1-ethyl-pyrazolo[3,4-c]pyridin-5-yl]acetamide